C(#N)C1=CC(=CC2=C1SC(=C2)C2=CC(=CN2)C(=O)OC)C(C)C Methyl 5-(7-cyano-5-isopropylbenzo[b]thiophen-2-yl)-1H-pyrrole-3-carboxylate